3-butyl-3-ethyl-5-(4-fluorophenyl)-7-(methylthio)-1,1-dioxido-2,3,4,5-tetrahydro-1,5-benzothiazepin-8-yl trifluoromethanesulfonate FC(S(=O)(=O)OC1=CC2=C(N(CC(CS2(=O)=O)(CC)CCCC)C2=CC=C(C=C2)F)C=C1SC)(F)F